isopropyl (S)-2-((S)-2-(2-cyanoacetoxy)-3-(1H-indol-3-yl)propanamido)-6-diazo-5-oxohexanoate C(#N)CC(=O)O[C@H](C(=O)N[C@H](C(=O)OC(C)C)CCC(C=[N+]=[N-])=O)CC1=CNC2=CC=CC=C12